C1(=CC=CC=C1)[N+](CCOC(C1=CC=C(C=C1)C=C)=O)(CCOC(C1=CC=C(C=C1)C=C)=O)CCOC(C1=CC=C(C=C1)C=C)=O phenyl(tris(2-(4-vinylbenzoyloxy)ethyl))ammonium